tert-butyl (1S,2S,5R)-2-[(1S)-1-[(3-chloro-4-fluoro-5,6-dimethyl-8-oxo-7H-2,7-naphthyridin-1-yl)oxy]ethyl]-3,8-diazabicyclo[3.2.1]octane-8-carboxylate ClC=1N=C(C=2C(NC(=C(C2C1F)C)C)=O)O[C@@H](C)[C@@H]1[C@@H]2CC[C@H](CN1)N2C(=O)OC(C)(C)C